BrCC1=CC=C(C=C1)C(C(=O)O)C 2-(4-bromomethylphenyl)propionic acid